2-(3-{1-[(3S)-2-azabicyclo[2.2.2]octane-3-carbonyl]-1,2,3,4,7,8-hexahydroazocin-5-yl}-1H-pyrrolo[2,3-c]pyridin-1-yl)-5-fluoro-N,N-di(propan-2-yl)benzamide C12N[C@@H](C(CC1)CC2)C(=O)N2CCCC(=CCC2)C2=CN(C1=CN=CC=C12)C1=C(C(=O)N(C(C)C)C(C)C)C=C(C=C1)F